tert-butyl 3-chloro-2-hydroxy-5,8-dihydro-1,7-naphthyridine-7(6H)-carboxylate ClC=1C(=NC=2CN(CCC2C1)C(=O)OC(C)(C)C)O